ClC=1C=C(C=CC1F)NC(N(C(C)C1=CNC(C2=CC=CC=C12)=O)CC(C)C)=O 3-(3-Chloro-4-fluorophenyl)-1-isobutyl-1-(1-(1-oxo-1,2-dihydroisoquinolin-4-yl)ethyl)urea